4-(3-(5-(pentan-3-ylcarbamoyl)oxazol-2-yl)phenyl)-1-((2-(trimethylsilyl)ethoxy)methyl)-1H-imidazole-2-carboxylic acid CCC(CC)NC(=O)C1=CN=C(O1)C=1C=C(C=CC1)C=1N=C(N(C1)COCC[Si](C)(C)C)C(=O)O